N1(N=CC2=CC=CC=C12)C=1C(=NC=CC1)[C@H](CC1(NC(=CC=C1)C#N)C)N[S@@](=O)C(C)(C)C (S)-N-{(S)-1-[3-(1H-indazol-1-yl)pyridine-2-yl]-2-[6-cyano-2-methylpyridine-2-yl]ethyl}-2-methylpropane-2-sulfinamide